FC(C(=O)NC1=C(C=C(C=C1)NCC1=CC=C(C=C1)C(F)(F)F)N1CCCCC1)C(CCCCC)F 2,3-difluoro-N-(2-(piperidin-1-yl)-4-((4-(trifluoromethyl)benzyl)amino)phenyl)octanamide